ClC1=CC2=C(N(C(N=C2N2[C@H](CN(CC2)C(C=C)=O)C)=O)C2=C(C=CC=C2CC)CC)N=C1N1CC(OCC1)C(C)C 6-chloro-1-(2,6-diethylphenyl)-4-((2S)-2-methyl-4-(2-propenoyl)-1-piperazinyl)-7-(2-(2-propanyl)-4-morpholinyl)pyrido[2,3-d]pyrimidin-2(1H)-one